CC(C(=O)C1=CC=C(C=C1)SC)(C)N1CCOCC1 2-methyl-1-[4-(methylthio)phenyl]-2-morpholinylpropane-1-one